C(C1=CC=CC=C1)N(C(CCl)=O)C1=CC=C(OC2=CC=C(OCCCCNC(OC(C)(C)C)=O)C=C2)C=C1 tert-butyl (4-(4-(4-(N-benzyl-2-chloroacetamido)phenoxy)phenoxy)butyl)carbamate